C(#C)C=1C(=CC=C2C=CC=C(C12)C1=C(C=2N=C(N=C(C2C=N1)N(C[C@@H]1NCCCC1)C)OC[C@]12CCCN2C[C@@H](C1)F)F)F 7-(8-ethynyl-7-fluoronaphthalen-1-yl)-8-fluoro-2-(((2R,7aS)-2-fluorotetrahydro-1H-pyrrolizin-7a(5H)-yl)methoxy)-N-methyl-N-(((R)-piperidin-2-yl)methyl)pyrido[4,3-d]pyrimidin-4-amine